(S)-3-(2-benzyl-3-chloro-7-oxo-2,4,5,7-tetrahydro-6H-pyrazolo[3,4-c]pyridin-6-yl)-1-methyl-9-(morpholinosulfonyl)-3,4,8,9,10,11-hexahydro-[1,4]oxazepino[3,2-f]isoquinolin-2(1H)-one C(C1=CC=CC=C1)N1N=C2C(N(CCC2=C1Cl)[C@@H]1C(N(C2=C3CCN(CC3=CC=C2OC1)S(=O)(=O)N1CCOCC1)C)=O)=O